6-benzyl-3-(2-methoxybenzyl)-2,3,4,6-tetrahydropyrido[3,4-c][1,8]naphthyridine-5(1H)-one C(C1=CC=CC=C1)N1C(C2=C(C=3C=CC=NC13)CCN(C2)CC2=C(C=CC=C2)OC)=O